OCCNC(=O)C=1C(NC=CC1)=S N-(2-hydroxyethyl)-2-thioxo-1,2-dihydropyridine-3-carboxamide